CS(=O)(=O)OCCOC=1C=NC=C(C1)COC1OCCCC1 2-((5-(((tetrahydro-2H-pyran-2-yl)oxy)methyl)pyridin-3-yl)oxy)ethyl methylsulfonate